BrC1=CC=C(OC[C@@H]2COC[C@](O2)(C)COC([2H])([2H])[2H])C=C1 (2S,6S)-6-((4-bromophenoxy)methyl)-2-((methoxy-d3)methyl)-2-methyl-1,4-dioxane